FC(S(=O)(=N)C1=CC(=NC=C1)C(=O)NCC1=NC=C2C=CC(=NC2=C1)C1=NC(=CC=C1)N1C[C@@H](O[C@@H](C1)C)C)F 4-(S-(difluoromethyl)sulfonimidoyl)-N-((2-(6-((cis)-2,6-dimethylmorpholino)pyridin-2-yl)-1,6-naphthyridin-7-yl)methyl)picolinamide